ClC=1C=CC=C2C(C(=C(NC12)C1=CC=CC=C1)[C@H](C)NS(=O)C(C)(C)C)=O N-((S)-1-(8-chloro-4-oxo-2-phenyl-1,4-dihydro-quinolin-3-yl)ethyl)-2-methylpropane-2-sulfinamide